3-(2-chlorophenyl)-1-(pyridin-2-ylethynyl)-3-azabicyclo[3.1.0]hexane ClC1=C(C=CC=C1)N1CC2(CC2C1)C#CC1=NC=CC=C1